6-(2-(methylsulfonyl)-2,9-diazaspiro[5.5]undec-9-yl)-2-(pyridin-3-yl)-N-(4-(trifluoromethoxy)pyridin-2-yl)pyrimidin-4-amine CS(=O)(=O)N1CC2(CCC1)CCN(CC2)C2=CC(=NC(=N2)C=2C=NC=CC2)NC2=NC=CC(=C2)OC(F)(F)F